4-(3-cyclopropylpyrrolidin-1-yl)-6-(2,4-dioxo-1H-pyrimidin-5-yl)pyridazine-3-carbonitrile C1(CC1)C1CN(CC1)C1=C(N=NC(=C1)C=1C(NC(NC1)=O)=O)C#N